CC1=C(C(=C(C1(C)[Rh-3](Cl)(Cl)(Cl)(Cl)Cl)C)C)C (pentamethylcyclopentadienyl)rhodium (III) pentachloride